NC=1OC(=O)C2=CC=CC=C2C1 3-AminoIsocoumarin